2-[2-(3-chlorophenoxy)ethoxy]acetonitrile ClC=1C=C(OCCOCC#N)C=CC1